N1=C(C=NC=C1)N1C(NC(C2=CC=C(C=C12)C(F)(F)F)=O)=O 1-(Pyrazin-2-yl)-7-(trifluoromethyl)quinazoline-2,4(1h,3h)-dione